C(#N)C=1C=C(CN2CCC(CC2)NC(=O)N2CC(C3=NC(=CC=C32)C)(C)C)C=CC1 N-(1-(3-cyanobenzyl)piperidin-4-yl)-3,3,5-trimethyl-2,3-dihydro-1H-pyrrolo[3,2-b]pyridine-1-carboxamide